C12(CCCC2C1)C=1C=C(C(=NC1)NC(C1=C(C=CC(=C1)[N+](=O)[O-])SC1=NN=CN1CCO)=O)F N-(5-{bicyclo[3.1.0]hexan-1-yl}-3-fluoropyridin-2-yl)-2-{[4-(2-hydroxyethyl)-4H-1,2,4-triazol-3-yl]sulfanyl}-5-nitrobenzamide